6-methoxycarbonyl-1,4:5,8-dimethano-1,4,4a,5,6,7,8,8a-octahydronaphthalene COC(=O)C1C2C3C4C=CC(C3C(C1)C2)C4